N-[(3R)-1-methylpiperidin-3-yl]-1-[2-(1H-pyrazol-4-yl)-4-(trifluoromethyl)phenyl]pyrido[3,4-d]pyridazin-4-amine CN1C[C@@H](CCC1)NC=1N=NC(=C2C1C=NC=C2)C2=C(C=C(C=C2)C(F)(F)F)C=2C=NNC2